BrC=1C=C(C=CC1)C(CC=1N(C(=NN1)S)C)O[Si](C)(C)C(C)(C)C 5-[2-(3-bromophenyl)-2-[tert-butyl(dimethyl)silyl]oxy-ethyl]-4-methyl-1,2,4-triazole-3-thiol